C1(=CC=CC=C1)C1=NC(=NC(=N1)C1=CC=CC=C1)C1=C(C=C(C=C1)OCC)O 2-(4,6-diphenyl-1,3,5-triazine-2-yl)-5-ethyloxyphenol